2-amino-4-cyano-2'-fluoro-1,1'-biphenyl NC1=C(C=CC(=C1)C#N)C1=C(C=CC=C1)F